2,6-dibromo-p-aminobenzoic acid BrC1=C(C(=O)O)C(=CC(=C1)N)Br